ClC1=CC2=C(C(=N1)OC)C(N(C2)[C@@H](C)C2CC2)=O (S)-6-chloro-2-(1-cyclopropylethyl)-4-methoxy-1,2-dihydro-3H-pyrrolo[3,4-c]pyridin-3-one